C(C1=CC=CC=C1)[C@@H](C(=O)N[C@H](C(=O)NC(C[C@H]1C(NCC1)=O)C(C(=O)NC1CC1)=O)CC(C)(C)C)C(F)(F)F (2S)-2-((S)-2-Benzyl-3,3,3-trifluoropropanamido)-N-(4-(cyclopropylamino)-3,4-dioxo-1-((S)-2-oxopyrrolidin-3-yl)butan-2-yl)-4,4-dimethylpentanamid